(E)-4-(6-methyl-3-pyridyl)but-3-enoic acid CC1=CC=C(C=N1)/C=C/CC(=O)O